CN(C(=O)[C@@H]1[C@H]2[C@@H](C(N1)=O)OC(O2)(C)C)C2=CC=C1C(=N2)N(C=C1)S(=O)(=O)C1=CC=C(C)C=C1 (3aS,4S,6aS)-N,2,2-trimethyl-6-oxo-N-(1-tosyl-1H-pyrrolo[2,3-b]pyridin-6-yl)tetrahydro-3aH-[1,3]dioxolo[4,5-c]pyrrole-4-carboxamide